4-(4-methoxyphenyl)-1-(pyrrolidin-1-yl)butan-1-one COC1=CC=C(C=C1)CCCC(=O)N1CCCC1